FC=1C(=C(C=CC1F)C1C(OC(C1C)C(C)C)C(=O)O)OC 3-(3,4-difluoro-2-methoxy-phenyl)-5-isopropyl-4-methyl-tetrahydrofuran-2-carboxylic acid